2-(2-(2-(3-(6,8-dichloro-2-methyl-1,2,3,4-tetrahydroisoquinolin-4-yl)phenylsulfonylamino)ethoxy)ethyl)octanediamide ClC=1C=C2C(CN(CC2=C(C1)Cl)C)C=1C=C(C=CC1)S(=O)(=O)NCCOCCC(C(=O)N)CCCCCC(=O)N